2-((R)-1-(4-(6-((4-Chloro-2-fluorobenzyl)oxy)pyridin-2-yl)piperidin-1-yl)ethyl)-1-(((S)-oxetan-2-yl)methyl)-1H-benzo[d]imidazole-6-carboxylic acid ClC1=CC(=C(COC2=CC=CC(=N2)C2CCN(CC2)[C@H](C)C2=NC3=C(N2C[C@H]2OCC2)C=C(C=C3)C(=O)O)C=C1)F